NC1(CC1)CNC1=C(SC2=C1C=1N=CC(=NC1C=C2)OC)C(=O)OC methyl 9-(((1-aminocyclopropyl)methyl)amino)-3-methoxythieno[3,2-f]quinoxaline-8-carboxylate